2-((2-carbamoyl-4-iodophenyl)amino)-2-oxoacetic acid ethyl ester C(C)OC(C(=O)NC1=C(C=C(C=C1)I)C(N)=O)=O